4-[3-[3-(3-Aminopropoxy)propoxy]propylamino]-2-(2,6-dioxo-3-piperidyl)isoindoline-1,3-dione NCCCOCCCOCCCNC1=C2C(N(C(C2=CC=C1)=O)C1C(NC(CC1)=O)=O)=O